5-isopropyl-8-((2r,3s)-2-methyl-3-((methylsulfonyl)methyl)azetidin-1-yl)-N-(2-(1-methyl-5-nitro-1H-pyrrol-3-yl)pyrimidin-4-yl)isoquinolin-3-amine C(C)(C)C1=C2C=C(N=CC2=C(C=C1)N1[C@@H]([C@H](C1)CS(=O)(=O)C)C)NC1=NC(=NC=C1)C1=CN(C(=C1)[N+](=O)[O-])C